C(C)(C)C1=NN(C(C=2N1C1=C(C2)C=CS1)=O)CC(=O)NC1=CN=CS1 2-(8-isopropyl-5-oxothieno[3',2':4,5]pyrrolo[1,2-d][1,2,4]triazin-6(5H)-yl)-N-(thiazol-5-yl)acetamide